2-(((4-hydroxycyclohexyl)thio)methyl)-7-(phenylamino)quinazolin-4(3H)-one OC1CCC(CC1)SCC1=NC2=CC(=CC=C2C(N1)=O)NC1=CC=CC=C1